C(C)(=O)OC(C(=O)OCC(C)(C)C)(C)C Neopentyl α-Acetoxyisobutyrate